(5-(3-chlorobenzyl)pyridin-2-yl)-1-ethyl-6-oxo-1,6-dihydropyridine-3-carboxamide ClC=1C=C(CC=2C=CC(=NC2)C=2N(C(C=CC2C(=O)N)=O)CC)C=CC1